N-methyl-3-((2-((4-nitrophenyl)amino)thieno[3,2-d]pyrimidin-4-yl)amino)thiophene-2-carboxamide CNC(=O)C=1SC=CC1NC=1C2=C(N=C(N1)NC1=CC=C(C=C1)[N+](=O)[O-])C=CS2